6-(4-(2-(5-amino-8-methylbenzo[f][1,7]naphthyridin-2-yl)ethyl)-3-methylphenoxy)-1,1-difluorohexyl-phosphonic acid NC1=NC2=C(C=3C=C(C=NC13)CCC1=C(C=C(OCCCCCC(F)(F)P(O)(O)=O)C=C1)C)C=CC(=C2)C